N1CC(CCCC1)C1=NN2C(=NC=3C(=CC(=CC3C2=N1)F)OC)NCC1=C(C=C(C=C1)OC)OC 2-(azepan-3-yl)-N-(2,4-dimethoxybenzyl)-9-fluoro-7-methoxy-[1,2,4]triazolo[1,5-c]quinazolin-5-amine